C(C)(C)NC(O[C@H]1C[C@H](CC1)C1=NN(C(=C1)NC(=O)C=1N(N=CC1)CCCCCCCC#CC1=CC2=C(N(C(N2C)=O)C2C(NC(CC2)=O)=O)C=C1)C(C)(C)C)=O [(1R,3S)-3-[1-tert-butyl-5-[[2-[9-[1-(2,6-dioxo-3-piperidyl)-3-methyl-2-oxo-benzimidazol-5-yl]non-8-ynyl]pyrazole-3-carbonyl]amino]pyrazol-3-yl]cyclopentyl] N-isopropylcarbamate